C1(=CC=CC=C1)[B-](C1=CC=CC=C1)(C1=CC=CC=C1)C1=CC=CC=C1.N12CCCN=C2CCC1 1,5-diazabicyclo[4.3.0]non-5-ene tetraphenylborate